C(C)(C)(C)OC(=O)N[C@@H](COCC(F)F)C(=O)O N-(tert-Butoxycarbonyl)-O-(2,2-difluoroethyl)-L-serine